(4-(Azetidin-1-ylmethyl)-2-fluorophenyl)boronic acid N1(CCC1)CC1=CC(=C(C=C1)B(O)O)F